[Ag].NC1(CC(C1)(C(=O)O)C(=O)O)C(F)(F)F 3-amino-3-(trifluoromethyl)cyclobutane-1,1-dicarboxylic acid silver